COC=1C=C(C=C(C1OC)OC)C=1C(OC2=CC(=CC=C2C1)OC(C)=O)=O 3-(3,4,5-trimethoxyphenyl)-7-acetoxycoumarin